FC1=C2C=CN(C2=C(C=C1)C(=O)NC1CC2(CCC2)C1)CC1=CC=C(C=C1)C1=CC=NC=C1 6-(4-Fluoro-1-(4-(pyridin-4-yl)benzyl)-1H-indol-7-carboxamido)spiro[3.3]heptan